C(C1=CC=CC=C1)OC(=O)N(CCCCCC(C(=O)OC)(C)C1=CC(=CC=C1)I)C methyl 7-(((benzyloxy) carbonyl)(methyl) amino)-2-(3-iodophenyl)-2-methylheptanoate